CC1=C(C(NC(N1)=O)C1=CC=C(C=C1)OC(\C=C\C1=CC=NC=C1)=O)C(=O)OCC (E)-ethyl 6-methyl-2-oxo-4-(4-(3-(pyridin-4-yl)acryloyloxy)phenyl)-1,2,3,4-tetrahydropyrimidine-5-carboxylate